5-amino-2,6-dioxo-1,2,3,6-tetrahydropyrimidine-4-carboxylic acid ethyl ester C(C)OC(=O)C=1NC(NC(C1N)=O)=O